F[C@H]1CN(CC[C@H]1NC1=NN2C(C(=N1)OC)=C(C=C2)C=2C=CC1=C(N(N=N1)CCF)C2)CCOC N-((3S,4R)-3-fluoro-1-(2-methoxyethyl)piperidin-4-yl)-5-(1-(2-fluoroethyl)-1H-benzo[d][1,2,3]triazol-6-yl)-4-methoxypyrrolo[2,1-f][1,2,4]triazin-2-amine